4,4-dimethyl-6-p-bromophenyl-1,3,5-triazine CC1(NC=NC(=N1)C1=CC=C(C=C1)Br)C